tert-butyl (3R)-1-(2-(2-cyanophenoxy)-4-phenylcyclopentyl)piperidin-3-ylcarbamate C(#N)C1=C(OC2C(CC(C2)C2=CC=CC=C2)N2C[C@@H](CCC2)NC(OC(C)(C)C)=O)C=CC=C1